C1(CC1)C=1OC=C(N1)C1=CC(=NC=C1)N(C(=O)[C@@H]1CC[C@H](CC1)O)C[C@@H]1CC[C@H](CC1)C1=CC(=C(C=C1)OC)C trans-N-(4-(2-Cyclopropyloxazol-4-yl)pyridine-2-yl)-4-hydroxy-N-((trans-4-(4-methoxy-3-methylphenyl)cyclohexyl)methyl)-cyclohexanecarboxamide